aminopropyl-methacrylamide chloride [Cl-].NCCCC=C(C(=O)N)C